NC1=CC=C(OC2=CC=C(OC3=C(C(C)(C)C4=CC=C(C=C4)C(C4=C(C=CC=C4)OC4=CC=C(C=C4)OC4=CC=C(C=C4)N)(C)C)C=CC=C3)C=C2)C=C1 1,4-bis[4-(4-aminophenoxy)Phenoxy-α,α-dimethylbenzyl]benzene